ClC1=C(C(=CC=C1)Cl)NC1=C(C=CC=C1)CC(=O)OC1=CC=C(C=C1)C(N)=O 4-carbamoylphenyl 2-[2-(2,6-dichlorophenylamino)-phenyl]acetate